1,2,3,4,5-pentamethylcyclopenta-2,4-dien CC1C(=C(C(=C1C)C)C)C